C(C)OC(=O)C1=C(N=NN1C1=CC=C(C=C1)C(F)F)C 1-[4-(Difluoromethyl)phenyl]-4-methyl-1H-1,2,3-triazole-5-carboxylic acid ethyl ester